C(C)(C)(C)C=1C2(C(O)(C=C(C1)C(C)(C)C)C1=CC=CC=C1COCC1=CC=CC=C12)O 3,5-Di-tert-butyl-1,2-catecholdibenzyl ether